FC1=C(NC2=CN=CC(=N2)C(CCC(=O)O)(CC)C(=O)OCC)C=C(C=C1)F 4-[6-(2,5-DIFLUOROANILINO)PYRAZIN-2-YL]-4-ETHOXYCARBONYL-HEXANOIC ACID